Cl.C(C1=CC=CC=C1)NCC#N 2-(benzylamino)acetonitrile hydrochloride